(3S)-3-amino-5-methyl-2,3-dihydropyrido[3,2-b][1,4]oxazepine N[C@H]1CN(C2=C(OC1)C=CC=N2)C